9-(dichloromethylene)-1,2,3,4-tetrahydro-1,4-methanonaphthalen ClC(=C1C2CCC1C1=CC=CC=C21)Cl